FC(C=1C(=C(C=CC1)[C@@H](C)NC=1C2=C(N=C(N1)C)C=NC(=C2)O[C@@H]2CN(CC2)C)O[C@@H]2CN(CC2)C)F N-{(1R)-1-[3-(difluoromethyl)-2-{[(3S)-1-methylpyrrolidin-3-yl]oxy}phenyl]ethyl}-2-methyl-6-{[(3S)-1-methylpyrrolidin-3-yl]oxy}pyrido[3,4-d]pyrimidin-4-amine